2'-imino(azanediyl)bis(ethan-1-ol) N=C(CO)NCCO